C1=CC=CC=2NC3=CC=CC=C3C(C12)C(=O)[O-] acridan-9-carboxylat